FC=1C=C(C=CC1)NC(=O)[C@@H]1CC12CCN(CC2)C(=O)OC(C(F)(F)F)C(F)(F)F |o1:10| 1,1,1,3,3,3-hexafluoropropan-2-yl (R or S)-1-((3-fluorophenyl)carbamoyl)-6-azaspiro[2.5]octane-6-carboxylate